7-(4-{[4-Acetyl-2-(trifluoromethyl)phenyl]methoxy}-3-methoxyphenyl)-2H,4H,5H,6H,7H-[1,2,3]triazolo[4,5-b]pyridin-5-one C(C)(=O)C1=CC(=C(C=C1)COC1=C(C=C(C=C1)C1C=2C(NC(C1)=O)=NNN2)OC)C(F)(F)F